tert-Butyl (2,2-difluoroethyl)((1-methyl-5-nitro-1H-indazol-3-yl)methyl)carbamate FC(CN(C(OC(C)(C)C)=O)CC1=NN(C2=CC=C(C=C12)[N+](=O)[O-])C)F